FC1=C(COC2=CC=CC(=N2)C2CCN(CC2)C(=O)[O-])C=CC(=C1)CC1=CN=CC=C1 4-(6-((2-Fluoro-4-nicotinylbenzyl)oxy)pyridin-2-yl)piperidine-1-carboxylate